C[C@@H]1O[C@@H](CN(C1)C1=C(C=CC(=N1)C1=NC2=CC(=NC=C2C=C1)CN)F)C (2-(6-((cis)-2,6-dimethylmorpholino)-5-fluoropyridin-2-yl)-1,6-naphthyridin-7-yl)methanamine